CC(CC(=O)OC(C)(C)C)(C)[C@@H]1N[C@@H](COC1=O)C1=CC=CC=C1 tert-butyl 3-methyl-3-((3S,5R)-2-oxo-5-phenylmorpholin-3-yl)butanoate